3-(2-phenyloxazol-5-yl)-indole C1(=CC=CC=C1)C=1OC(=CN1)C1=CNC2=CC=CC=C12